OC1C2CCC(CC2)C1 7-hydroxybicyclo[2.2.2]octane